(R)-2-((4-aminophenyl-ethyl)amino)-1-phenyl-ethanol NC1=CC=C(C=C1)CCNC[C@H](O)C1=CC=CC=C1